ClC1=C2C=C(N(C2=CC=C1)C(=O)OC(C)(C)C)CN1C(N(C=2N=C(N(C2C1=O)C)CC(=O)OC)C)=O tert-Butyl 4-chloro-2-((8-(2-methoxy-2-oxoethyl)-3,7-dimethyl-2,6-dioxo-2,3-dihydro-6H-purin-1(7H)-yl)methyl)-1H-indole-1-carboxylate